N[C@@H]1CNCC1 3-(S)-amino-pyrrolidine